3-(1-((6-((R)-3-((cyclobutylmethyl)amino)piperidin-1-yl)pyridazin-3-yl)methyl)-1H-1,2,3-triazol-4-yl)-5-methoxypicolinonitrile C1(CCC1)CN[C@H]1CN(CCC1)C1=CC=C(N=N1)CN1N=NC(=C1)C=1C(=NC=C(C1)OC)C#N